N-[6-Fluoro-4-methoxy-7-(oxan-4-yl)-[1,3]thiazolo[4,5-c]pyridin-2-yl]-1-methyl-1H-pyrazol-4-carboxamid FC1=C(C2=C(C(=N1)OC)N=C(S2)NC(=O)C=2C=NN(C2)C)C2CCOCC2